6-bromo-1-(2,2-difluoroethyl)-1H-benzo[d]imidazole BrC=1C=CC2=C(N(C=N2)CC(F)F)C1